C1(=CC(=CC=C1)C)C m-xylen